CN1C(=NC(=C1)C(F)(F)F)C1=CC=C(C=C1)CCC(=O)N {4-[1-methyl-4-(trifluoromethyl)imidazol-2-yl]phenyl-methyl}acetamide